ClC=1C(=NC=CC1)C1=NSC(=C1I)C(=O)OC METHYL 3-(3-CHLOROPYRIDIN-2-YL)-4-IODOISOTHIAZOLE-5-CARBOXYLATE